FC1=C2C(=CNC2=CC=C1)C1C(N(C(C1)([2H])[2H])C([2H])[2H])([2H])[2H] 4-fluoro-3-(1-(methyl-d2)pyrrolidin-3-yl-2,2,5,5-d4)-1H-indole